3,4-dimethyl-3-cyclohexeneformaldehyde CC=1CC(CCC1C)C=O